[Eu].[Y].CC(C(=O)NNC(\C=C/N1N=C(N=C1)C1=CC(=CC(=C1)C(F)(F)F)S(F)(F)(F)(F)F)=O)(C([2H])([2H])[2H])C([2H])([2H])[2H] (Z)-N'-(2-Methyl-2-(methyl-d3)propanoyl-3,3,3-d3)-3-(3-(3-(pentafluorosulfaneyl)-5-(trifluoromethyl)phenyl)-1H-1,2,4-triazol-1-yl)acrylohydrazide yttrium europium